3-[2-(1-chlorocyclopropyl)-3-hydroxy-propyl]imidazole-4-carbonitrile ClC1(CC1)C(CN1C=NC=C1C#N)CO